copper-silicide [Si].[Cu].[Cu].[Cu].[Cu].[Cu]